ethyl (2S)-2-[4-chloro-2-(4-ethoxy-4,5-dihydroisoxazol-3-yl)phenoxy]butanoate ClC1=CC(=C(O[C@H](C(=O)OCC)CC)C=C1)C1=NOCC1OCC